C(#N)C=1C=C(C=C(C1)C)B(O)O 3-CYANO-5-METHYLPHENYLBORONIC ACID